1-methyl-6-nitro-3-(4,4,5,5-tetramethyl-1,3,2-dioxaborolan-2-yl)indole CN1C=C(C2=CC=C(C=C12)[N+](=O)[O-])B1OC(C(O1)(C)C)(C)C